C(=O)ON(C1(CC1)C)[C@@H]1C[C@@H](CC1)C1=CC(=NN1)NC(CC1=CC(=CC=C1)P(=O)(C)C)=O cis-3-(3-(2-(3-(dimethylphosphoryl)phenyl)acetamido)-1H-pyrazol-5-yl)cyclopentyl(1-methylcyclopropyl)amino Formate